ClC=1C=C(NC2(CCC3(C(CC4=CC(=C(C=C34)OCC)C)C[C@H](CO)C)CC2)C(=O)OC)C=CC1 methyl (1r,4R)-4-(3-chloroanilino)-6'-ethoxy-2'-[(2R)-3-hydroxy-2-methylpropyl]-5'-methyl-2',3'-dihydrospiro[cyclohexane-1,1'-indene]-4-carboxylate